methyl (E)-3-(3-(3-cyclopropyl-5-(trifluoromethyl)phenyl)-1H-1,2,4-triazole-1-yl)-2-(pyrimidin-5-yl)acrylate C1(CC1)C=1C=C(C=C(C1)C(F)(F)F)C1=NN(C=N1)/C=C(/C(=O)OC)\C=1C=NC=NC1